2-(6-((3aR,6aS)-Hexahydropyrrolo[3,4-c]pyrrol-2(1H)-yl)pyridazin-3-yl)-5-(1H-pyrazol-4-yl)phenol C1N(C[C@@H]2[C@H]1CNC2)C2=CC=C(N=N2)C2=C(C=C(C=C2)C=2C=NNC2)O